C(=O)(OC(C)(C)C)N1N=CC=C1 1-Boc-pyrazole